N-(5-fluoropyridin-2-yl)acetamide sulfate S(=O)(=O)(O)O.FC=1C=CC(=NC1)NC(C)=O